C(C1=CC=CC=C1)N(CCCP(OCC)(OCC)=O)CC1=CC=CC=C1 diethyl (3-(dibenzylamino)propyl)phosphonate